2-(4-cyclopropyl-6-methoxy-pyrimidin-5-yl)-4-[[4-[1-cyclopropyl-4-(trifluoromethyl)imidazol-2-yl]phenyl]methoxy]-5-methyl-pyrimidine C1(CC1)C1=NC=NC(=C1C1=NC=C(C(=N1)OCC1=CC=C(C=C1)C=1N(C=C(N1)C(F)(F)F)C1CC1)C)OC